terphenyl-4,4'-dicarboxylic acid C1(=CC=C(C=C1)C(=O)O)C=1C(=CC(=CC1)C(=O)O)C1=CC=CC=C1